(3,3-Difluoro-pyrrolidin-1-yl)-[2-(4-methyl-[1,4]diazepan-1-yl)-1,7,11b-triaza-benzo[c]fluoren-6-yl]-methanone FC1(CN(CC1)C(=O)C1=CC2=C(N3C=4C=CC=CC4N=C13)N=C(C=C2)N2CCN(CCC2)C)F